(R)-4-((3-(2-((4-acetylpiperazin-1-yl)methyl)acrylamido)piperidin-1-yl)methyl)-N-(4-(4-morpholino-7H-pyrrolo[2,3-d]pyrimidin-6-yl)phenyl)picolinamide C(C)(=O)N1CCN(CC1)CC(C(=O)N[C@H]1CN(CCC1)CC1=CC(=NC=C1)C(=O)NC1=CC=C(C=C1)C1=CC2=C(N=CN=C2N2CCOCC2)N1)=C